2-phenyl-4-hydroxymethyloxazoline C1(=CC=CC=C1)C=1OCC(N1)CO